C1(=CC=CC2=CC=CC=C12)CCN (R)-1-naphthylethylamine